NC1=C2C(=NC=N1)N(N=C2C2=CC=C(C=C2)OC2=CC=CC=C2)C2CCC(CC2)CN2C1CN(CC2CC1)C=1C=C2C(N(C(C2=CC1F)=O)C1C(NC(CC1)=O)=O)=O 5-(8-((4-(4-amino-3-(4-phenoxyphenyl)-1H-pyrazolo[3,4-d]pyrimidin-1-yl)cyclohexyl)methyl)-3,8-diazabicyclo[3.2.1]octan-3-yl)-2-(2,6-dioxopiperidin-3-yl)-6-fluoroisoindoline-1,3-dione